(5-(5-chloro-2-methoxypyridin-4-yl)-1H-pyrazole-3-carbonyl)-N-(3-chlorobenzyl)-2-methylpiperidine-4-carboxamide ClC=1C(=CC(=NC1)OC)C1=CC(=NN1)C(=O)N1C(CC(CC1)C(=O)NCC1=CC(=CC=C1)Cl)C